BrC1=C2C=NN(C2=CC(=C1CCC1=NN(N=C1)C[C@@H]1CN(CCC1)C(=O)OC(C)(C)C)Cl)C1OCCCC1 tert-butyl (3S)-3-((4-(2-(4-bromo-6-chloro-1-(tetrahydro-2H-pyran-2-yl)-1H-indazol-5-yl)ethyl)-2H-1,2,3-triazol-2-yl)methyl)piperidine-1-carboxylate